6-bromo-5-nitrobenzo[b]thiophene BrC=1C(=CC2=C(SC=C2)C1)[N+](=O)[O-]